bis(3-triethoxysilyl-propyl) tetrasulfide C(C)O[Si](CCCSSSSCCC[Si](OCC)(OCC)OCC)(OCC)OCC